Naphthalene-2-carboxylic acid ethyl ester C(C)OC(=O)C1=CC2=CC=CC=C2C=C1